C1(CC1)C1=NOC(=C1C1=NOC(=N1)[C@@H]1C(C12CCN(CC2)S(=O)(=O)N)(F)F)C(F)(F)F (2R)-2-{3-[3-cyclopropyl-5-(trifluoromethyl)isoxazol-4-yl]-1,2,4-oxadiazol-5-yl}-1,1-difluoro-6-azaspiro[2.5]octane-6-sulfonamide